2-ethyl-9,10-dimethyl-9,10-diethoxyanthracene C(C)C1=CC=2C(C3=CC=CC=C3C(C2C=C1)(OCC)C)(OCC)C